(4-nitrophenoxy)-3-methoxypropan-2-ol [N+](=O)([O-])C1=CC=C(OCC(COC)O)C=C1